(E)-4-(1H-indol-3-ylvinyl)-N-methyl-pyridinium iodide [I-].N1C=C(C2=CC=CC=C12)/C=C/C1=CC=[N+](C=C1)C